methyl-methyl-dimethoxysilane C[Si](OC)(OC)C